4-(4-(4-(11-(Acryloyloxy)undecyloxy)benzoyloxy)cyclohexyl)phenyl 4-(11-(acryloyloxy)undecyloxy)benzoate C(C=C)(=O)OCCCCCCCCCCCOC1=CC=C(C(=O)OC2=CC=C(C=C2)C2CCC(CC2)OC(C2=CC=C(C=C2)OCCCCCCCCCCCOC(C=C)=O)=O)C=C1